COC(=O)C1=NN(C(=C1)C1=CC(=C(C=C1)C#N)F)C1=CC=C(C=C1)I.N1N=CC2=CC=C(C=C12)C=CC(=O)N 3-(1H-indazol-6-yl)prop-2-enamide Methyl-5-(4-cyano-3-fluorophenyl)-1-(4-iodophenyl)-1H-pyrazole-3-carboxylate